2-Amino-7-(2,2-difluoroethyl)-9-((2R,3R,5S)-3-hydroxy-5-(hydroxymethyl)tetrahydrofuran-2-yl)-7,9-dihydro-1H-purin-6,8-dion NC=1NC(C=2N(C(N(C2N1)[C@@H]1O[C@@H](C[C@H]1O)CO)=O)CC(F)F)=O